tert-butyl (R)-3-(3-chloro-5-(2-cyanoacetyl)phenyl)morpholine-4-carboxylate ClC=1C=C(C=C(C1)C(CC#N)=O)[C@H]1N(CCOC1)C(=O)OC(C)(C)C